methylpyrazolo[1,5-a]pyridine-7-carbonitrile CC1=NN2C(C=CC=C2C#N)=C1